N-succinimidyl-3-(2-pyridyldithio)propane C1(CCC(N1N1C(C=CC=C1)SSCCC)=O)=O